5-(2,3-difluoro-phenyl)-3-methyl-1-{2-oxo-2-[4-(2-oxo-1,2,4,5-tetrahydro-benzo[d][1,3]diazepin-3-yl)-piperidin-1-yl]-ethyl}-1H-pyrimidin-2,4-dion FC1=C(C=CC=C1F)C=1C(N(C(N(C1)CC(N1CCC(CC1)N1C(NC2=C(CC1)C=CC=C2)=O)=O)=O)C)=O